N,N'-disalicylidene-1,2-propylenediamine CC(CN=CC1=CC=CC=C1O)N=CC2=CC=CC=C2O